C(C)(C)(C)OC(=O)NCCC[N+]1=CC=CC=C1 1-(3-((tert-butoxycarbonyl)amino)-propyl)pyridin-1-ium